C1=C(C=CC=2OC3=C(C21)C=CC=C3)OB(O)O dibenzo[b,D]furan-2-yl-boric acid